S1C(=NC2=C1C=CC=C2)NC(=O)C=2C=CC=C1CCN(CC21)C2=CC=C(C(=N2)C(=O)O)C2=C(C(=CC=C2)OC2=CC=CC=C2)C 6-[8-(1,3-benzothiazol-2-ylcarbamoyl)-3,4-dihydroisoquinolin-2(1H)-yl]-3-(2-methyl-3-phenoxyphenyl)pyridine-2-carboxylic acid